2-hydroxy-ethoxy-1-hydroxy-2-methyl-propan-1-one OCCOC(C(=O)O)(C)C